methyl (S)-3-bromo-2-methylpropanoate BrC[C@H](C(=O)OC)C